2-[4-(2,2-Dicyano-1-hydroxyeth-1-en-1-yl)phenyl]-N-(3-[3-methylbicyclo[1.1.1]pentan-1-yl]-1,2-oxazol-5-yl)acetamide C(#N)C(=C(O)C1=CC=C(C=C1)CC(=O)NC1=CC(=NO1)C12CC(C1)(C2)C)C#N